O1C[C@H](CC1)CC(=O)N 2-((R)-tetrahydrofuran-3-yl)acetamide